(1R,2S)-2-(benzylamino)cyclopentan-1-ol C(C1=CC=CC=C1)N[C@@H]1[C@@H](CCC1)O